N1N=NN=C1C1(CCC2=C(C(=CS2)C(=O)N)C1)C(=O)N 5-(1H-tetrazol-5-yl)-4,5,6,7-tetrahydrobenzothiophene-3,5-dicarboxamide